3-methoxy-2H-pyrrol COC=1CN=CC1